BrC=1C=CC=2C(N(C3=CC=CC1C23)C=2C(N(C(C2)=O)CC2=CC=C(C=C2)OC)=O)=O 3-(5-bromo-2-oxobenzo[ct]indol-1(2H)-yl)-1-(4-methoxybenzyl)-1H-pyrrole-2,5-dione